para-monobenzyl-toluene C(C1=CC=CC=C1)C1=CC=C(C)C=C1